N[C@@H]1CN(CC[C@H]1F)C1=NC2=C(N1CC(=O)N1CCC1)C=C(C=C2)Cl 2-(2-((3R,4R)-3-Amino-4-fluoro-1-piperidinyl)-6-chloro-1H-benzimidazol-1-yl)-1-(1-azetidinyl)ethanon